2-(2-hydroxyethyl)-1-(cis-4-isopropylcyclohexyl)-1,2-dihydro-3H-spiro[isoquinoline-4,4-piperidin]-3-one OCCN1C(C2=CC=CC=C2C2(CCNCC2)C1=O)[C@@H]1CC[C@@H](CC1)C(C)C